pentan-1-amine hydrochloride Cl.C(CCCC)N